3-(4-bromo-3-fluorophenyl)-3-hydroxypyrrolidine-1-carboxylic acid tert-butyl ester C(C)(C)(C)OC(=O)N1CC(CC1)(O)C1=CC(=C(C=C1)Br)F